OC1=CC=C(C=C1)C1=NC(=CC(=C1)C1=CC=C(C=C1)O)C1=CC=C(C=C1)O 2,4,6-tri(p-hydroxyphenyl)pyridine